2-((4-morpholinyl-phenyl)amino)pyrimidine N1(CCOCC1)C1=CC=C(C=C1)NC1=NC=CC=N1